ClC=1C(=NC=CC1)C(=O)NC1(C[C@@H]2[C@@H](CN(C2)C2=NC=C(C=C2)C=2C=3N(C=C(C2)C=2C=NN(C2)C)N=CC3C#N)C1)C 3-chloro-N-((3aR,5s,6aS)-2-(5-(3-cyano-6-(1-methyl-1H-pyrazol-4-yl)pyrazolo[1,5-a]pyridin-4-yl)pyridin-2-yl)-5-methyloctahydrocyclopenta[c]pyrrol-5-yl)picolinamide